Cl.COC(=O)[C@H]1NC[C@@H](C1)N=[N+]=[N-] (2S,4R)-4-azidopyrrolidine-2-carboxylic acid methyl ester hydrochloride